N-(4-(methylthio)benzyl)-1-(2-(4-(trifluoromethyl)phenyl)-2H-pyrazolo[3,4-d]pyrimidin-4-yl)pyrrolidine-3-carboxamide CSC1=CC=C(CNC(=O)C2CN(CC2)C=2C=3C(N=CN2)=NN(C3)C3=CC=C(C=C3)C(F)(F)F)C=C1